5-chloro-4-(cyclopentylmethoxy)-2-fluoro-N-((3-(methylamino)-azetidin-1-yl)sulfonyl)benzamide ClC=1C(=CC(=C(C(=O)NS(=O)(=O)N2CC(C2)NC)C1)F)OCC1CCCC1